1-benzyl-1H-benzo[d][1,2,3]triazole-6-thiol C(C1=CC=CC=C1)N1N=NC2=C1C=C(C=C2)S